C(C)OC1=C(C=C2CCN([C@H](C2=C1)CCC1=CNC2=CC(=CC=C12)C)C=O)OC (S)-7-ethoxy-6-methoxy-1-(2-(6-methyl-1H-indol-3-yl)ethyl)-3,4-dihydroisoquinoline-2(1H)-formaldehyde